methyl 6-(4-(3-(4-chloro-3-fluorophenyl)-1-(pyrimidin-2-ylmethyl)-1H-pyrrolo[2,3-b]pyridine-6-carbonyl)-3,3-dimethylpiperazin-1-yl)-2,4-dimethylnicotinate ClC1=C(C=C(C=C1)C1=CN(C2=NC(=CC=C21)C(=O)N2C(CN(CC2)C2=NC(=C(C(=O)OC)C(=C2)C)C)(C)C)CC2=NC=CC=N2)F